FC1(CC2(CC(C2)O)C1)F 6,6-difluorospiro[3.3]heptan-2-ol